O=C1C=CC(=CN1)C#N 6-oxo-1,6-dihydropyridine-3-carbonitrile